NC1=C2N=CN(C2=NC=N1)C[C@@H](C)OCP(OCCCOCCCCCCCCCCC1=CC=C(C=C1)C(C)(C)C)(O)=O 3-((10-(4-(tert-butyl)phenyl)decyl)oxy)propyl hydrogen ((((R)-1-(6-amino-9H-purin-9-yl)propan-2-yl)oxy)methyl)phosphonate